5-(4-(Chloro-2-hydroxy-6-methyl-phenyl)-2-[[rac-(3R)-1-methyl-3-piperidyl]amino]oxazolo[4,5-b]pyridin-7-yl)pyrrolidin-2-one ClC=1C(=C(C(=CC1)C)N1C=2C(=C(C=C1)C1CCC(N1)=O)OC(N2)N[C@H]2CN(CCC2)C)O |r|